C(#N)C=1C=C(C=CC1)C1=NN2C(N=C(C=C2)C(=O)NC2CCC(CC2)(C)O)=C1C1=CC(=NC(=C1)C)C 2-(3-cyanophenyl)-3-(2,6-dimethyl-4-pyridinyl)-N-(4-hydroxy-4-methyl-cyclohexyl)pyrazolo[1,5-a]pyrimidine-5-carboxamide